C1([C@@H](O)[C@@H](O)[C@H](O)[C@H](O1)CO)C(C(=O)O)(O)CO.C1([C@@H](O)[C@@H](O)[C@H](O)[C@H](O1)CO)OC(C(O)CO)=O.C(#N)CC(=O)NC=1N=CC(=NC1)C=1C=C(C=NC1)C(C(=O)NC=1SC(=CN1)C(F)(F)F)C 2-(5-(5-(2-cyanoacetylamino)pyrazin-2-yl)pyridin-3-yl)-N-(5-(trifluoromethyl)thiazol-2-yl)propionamide mannosyl-glycerate (mannosyl-glycerate)